Nα-(9-fluorenylmethoxycarbonyl)-Nε-allyloxycarbonyl-L-lysine C1=CC=CC=2C3=CC=CC=C3C(C12)COC(=O)N[C@@H](CCCCNC(=O)OCC=C)C(=O)O